(2,3-dichlorophenyl)piperazine hydrochloride Cl.ClC1=C(C=CC=C1Cl)N1CCNCC1